(1R,2S)-2-(3-{[6-(methanesulfinyl)-2-methoxypyridin-3-yl]amino}-1H-indazol-6-yl)-5'-methoxyspiro[cyclopropane-1,3'-indol]-2'(1'H)-one CS(=O)C1=CC=C(C(=N1)OC)NC1=NNC2=CC(=CC=C12)[C@@H]1C[C@@]12C(NC1=CC=C(C=C21)OC)=O